N6-[(2R)-2-amino-2-phenyl-ethyl]-N4-(1,1-dimethylpropyl)-1-methyl-pyrazolo[3,4-d]pyrimidine-4,6-diamine N[C@@H](CNC1=NC(=C2C(=N1)N(N=C2)C)NC(CC)(C)C)C2=CC=CC=C2